1,2-bis(2-(4-((Z)-octadec-9-en-1-yl)piperidin-1-yl)ethyl)disulfane C(CCCCCCC\C=C/CCCCCCCC)C1CCN(CC1)CCSSCCN1CCC(CC1)CCCCCCCC\C=C/CCCCCCCC